C(C)N1CC(CCC1)NC=1C2=C(C(=NN1)C1=C(C=C(C=C1)S(=O)(=O)C)O)CCC2 2-[4-[(1-ethyl-3-piperidyl)amino]-6,7-dihydro-5H-cyclopenta[d]pyridazin-1-yl]-5-methylsulfonyl-phenol